bis(2,2'-bipyridine) dihydrate O.O.N1=C(C=CC=C1)C1=NC=CC=C1.N1=C(C=CC=C1)C1=NC=CC=C1